5-{(3R)-1-[1-(1H-imidazol-2-yl)-2,2-dimethylpropyl]-5',6'-dihydrospiro[pyrrolidine-3,4'-pyrrolo[1,2-b]pyrazol]-2'-yl}-3-(trifluoromethyl)pyridin-2-amine N1C(=NC=C1)C(C(C)(C)C)N1C[C@]2(CCN3N=C(C=C32)C=3C=C(C(=NC3)N)C(F)(F)F)CC1